1-bromo-4-methyl-2-(trifluoromethyl)benzene BrC1=C(C=C(C=C1)C)C(F)(F)F